2,2'-m-phenylenebis(3,1-benzoxazin-4-one) C1(=CC(=CC=C1)C1=NC2=C(C(O1)=O)C=CC=C2)C2=NC1=C(C(O2)=O)C=CC=C1